1-(4-(6-(benzyloxy)-2-(1-methyl-1H-pyrazol-5-yl)-3,4-dihydronaphthalen-1-yl)phenyl)-4-(dimethoxymethyl)piperidine C(C1=CC=CC=C1)OC=1C=C2CCC(=C(C2=CC1)C1=CC=C(C=C1)N1CCC(CC1)C(OC)OC)C1=CC=NN1C